C(CCCCC(=O)[O-])(=O)OCCC(CCCCC)CCCCC (3-pentyloctyl) hexanedioate